COC=1C=C(C=C2C(=NC=NC12)NCC1=NC(=NO1)C(F)(F)F)C=1SC(=CN1)C 8-Methoxy-6-(5-methylthiazol-2-yl)-N-[[3-(trifluoromethyl)-1,2,4-oxadiazol-5-yl]methyl]quinazolin-4-amine